methyl 2-(cyclopentylamino)-2-oxoacetate C1(CCCC1)NC(C(=O)OC)=O